C(C)(=O)N1CCC2(CN(C(N2CC2=CC(=CC=C2)OC)=O)C2=NC(=C(C=C2)C=2C=NNC2)OC)CC1 8-acetyl-3-(6-methoxy-5-(1H-pyrazol-4-yl)pyridin-2-yl)-1-(3-methoxybenzyl)-1,3,8-triazaspiro[4.5]decan-2-one